(R)-6-chloro-3-((1-(3,6-dimethyl-2-(4-(4-methyloxazol-2-yl)piperidin-1-yl)-4-oxo-3,4-dihydroquinazolin-8-yl)ethyl)amino)-N-(methylsulfonyl)picolinamide ClC1=CC=C(C(=N1)C(=O)NS(=O)(=O)C)N[C@H](C)C=1C=C(C=C2C(N(C(=NC12)N1CCC(CC1)C=1OC=C(N1)C)C)=O)C